C(C)OC(CC1C=2C(C3=C(C(=N1)C1=CC=C(C=C1)Cl)C=CC=N3)=CN(C(C2)=O)C)=O.C(#N)C2=CC=C(C=C2)[C@H]2OC2 (R)-4-cyanophenyl-oxirane Ethyl-2-(5-(4-chlorophenyl)-10-methyl-9-oxo-9,10-dihydro-7H-dipyrido[3,2-c:3',4'-e]azepin-7-yl)acetate